2-bromo-5,5-dimethyl-6H-pyrrolo[2,1-e]pyrazol-4-one BrC1=NN2C(=C1)C(C(C2)(C)C)=O